FC=1C(=NC(=NC1)NC1=NC=C(C=C1)N1CCN(CC1)C)C1=CC2=C(N=C3N2C(CCC3)C)C(=C1)F 5-fluoro-4-(6-fluoro-1-methyl-1,2,3,4-tetrahydrobenzo[4,5]imidazo[1,2-a]pyridin-8-yl)-N-(5-(4-methylpiperazin-1-yl)pyridin-2-yl)pyrimidin-2-amin